1-(5-((4-(4-amino-3-(4-phenoxyphenyl)-1H-pyrazolo[3,4-d]pyrimidin-1-yl)piperidin-1-yl)methyl)-3-fluoropyridin-2-yl)dihydropyrimidine-2,4(1H,3H)-dione NC1=C2C(=NC=N1)N(N=C2C2=CC=C(C=C2)OC2=CC=CC=C2)C2CCN(CC2)CC=2C=C(C(=NC2)N2C(NC(CC2)=O)=O)F